FC(C1=C(OCC2=C(C=C(C=C2)C2C=3C(NC(C2)=O)=NNC3)OC)C=CC(=C1)C(F)(F)F)(F)F 4-(4-{[2,4-Bis(trifluoromethyl)phenoxy]methyl}-3-methoxyphenyl)-2H,4H,5H,6H,7H-pyrazolo[3,4-b]pyridin-6-on